ClC=1C=C(C=CC1B1OC(C(O1)(C)C)(C)C)C1CCC2(CCN(C2)C(=O)OC(C)(C)C)CC1 tert-butyl 8-[3-chloro-4-(4,4,5,5-tetramethyl-1,3,2-dioxaborolan-2-yl)phenyl]-2-azaspiro[4.5]decane-2-carboxylate